COC=1C(=C2C=CN(C2=C(C1)C)C(=O)OC(C)(C)C)C[C@H]1[C@@H](CN(CC1)CC(F)(F)F)C1=CC=C(C=C1)C(=O)OC tert-butyl 5-methoxy-4-(((3R,4R)-3-(4-(methoxycarbonyl)phenyl)-1-(2,2,2-trifluoroethyl)piperidin-4-yl)methyl)-7-methyl-1H-indole-1-carboxylate